N-(4-((6-(4-isopropylpiperidin-1-yl)-2-methylpyridin-3-yl)amino)benzyl)-5-oxopyrrolidine-3-carboxamide C(C)(C)C1CCN(CC1)C1=CC=C(C(=N1)C)NC1=CC=C(CNC(=O)C2CNC(C2)=O)C=C1